C(CCCCCCCC=CC=CC=CCCCC)(=O)OC(=O)O carboxyl eleostearate